1-(bromomethyl)-4-chloro-benzene BrCC1=CC=C(C=C1)Cl